BrCC1(CC=CC(C1)(CBr)CBr)CBr 3,3,5,5-tetrabromomethyl-benzene